S-propyl-cysteine C(CC)SC[C@H](N)C(=O)O